2-(2,6-dioxopiperidin-3-yl)-5,6-difluoroisoindoline-1,3-Dione O=C1NC(CCC1N1C(C2=CC(=C(C=C2C1=O)F)F)=O)=O